7-Bromoimidazo[2,1-f][1,2,4]triazine-2,4(1H,3H)-dione BrC1=CN=C2C(NC(NN21)=O)=O